methyl 2-(o-(2,5-dimethylphenoxymethylene)-phenyl)-3-methoxyacrylate CC1=C(OC=C2C(C=CC=C2)C(C(=O)OC)=COC)C=C(C=C1)C